(E)-N-(2,6-difluoro-4-(8-(1-methyl-6-(trifluoromethyl)-1H-benzo[d]imidazol-5-yl)indolizine-3-carbonyl)phenyl)-4-((tetrahydro-2H-pyran-4-yl)amino)but-2-enamide FC1=C(C(=CC(=C1)C(=O)C1=CC=C2C(=CC=CN12)C1=CC2=C(N(C=N2)C)C=C1C(F)(F)F)F)NC(\C=C\CNC1CCOCC1)=O